Cl.C(CC)(=O)O[C@@H](COC1=CC=CC2=C1B(O[C@@H]2CN)O)COC(C(C)C)=O (2S)-1-{[(3S)-3-(aminomethyl)-1-hydroxy-1,3-dihydrobenzo[2,1-c][1,2]oxaborol-7-yl]oxy}-3-[(2-methylpropanoyl)oxy]propan-2-yl propanoate hydrochloride